(rac)-2'-[6-amino-5-(1,2-thiazol-5-yl)pyridin-3-yl]-N-ethyl-5',6'-dihydrospiro[pyrrolidine-3,4'-pyrrolo[1,2-b]pyrazole]-1-carboxamide NC1=C(C=C(C=N1)C=1C=C2N(N1)CC[C@]21CN(CC1)C(=O)NCC)C1=CC=NS1 |r|